C1(=C(C=CC=C1)COC1=C(C2=CC=CC=C2C=C1)C1=C(C=CC2=CC=CC=C12)OCCO)COC1=C(C2=CC=CC=C2C=C1)C1=C(C=CC2=CC=CC=C12)OCCO 2,2'-[1,2-phenylenebis(methyleneoxy[1,1'-binaphthalene]-2',2-diyloxy)]di(ethan-1-ol)